(2-(1-butyl-1H-pyrrolo[2,3-c]pyridin-5-yl)pyridin-4-yl)-5-(trifluoromethyl)-1,2,4-oxadiazole C(CCC)N1C=CC=2C1=CN=C(C2)C2=NC=CC(=C2)C2=NOC(=N2)C(F)(F)F